C(C1=CC=CC=C1)OC(=O)[C@H]1NC[C@@H](C1)C1=CC=C(C=C1)F (2S,4S)-4-(4-fluorophenyl)pyrrolidine-2-carboxylic acid benzyl ester